ClC1=CC=C(C=C1)C(C(=O)Cl)C(C)C 2-(4-chlorophenyl)-3-methylbutyric acid chloride